methyl 8-((1H-pyrrolo[2,3-b]pyridin-3-yl)methyl)-2-phenethyl-2,8-diazaspiro[4.5]decane-4-carboxylate N1C=C(C=2C1=NC=CC2)CN2CCC1(C(CN(C1)CCC1=CC=CC=C1)C(=O)OC)CC2